3a,4,5,6,7,7a-hexahydro-1-4,7-methanoinden-6-yl propionate C(CC)(=O)OC1CC2C3C=CCC3C1C2